(R)-tert-butyl ((1-(3-(2-fluorophenoxy)-6-(2-phenylthiazole-4-carboxamido)-2-(trifluoromethyl)phenyl)piperidin-3-yl)methyl)(methyl)carbamate FC1=C(OC=2C(=C(C(=CC2)NC(=O)C=2N=C(SC2)C2=CC=CC=C2)N2C[C@@H](CCC2)CN(C(OC(C)(C)C)=O)C)C(F)(F)F)C=CC=C1